C(C)(=O)OC(=C)C1=C(C=CC=C1)C1=C(C=CC=C1)C Alpha-acetoxy-2-(2-methyl-phenyl)styrene